FC(C1=CC=C(C=N1)OC1=CC=C(C=C1)C1=NOC(=N1)CC(C(=O)O)=C)(F)F 2-((3-(4-((6-(trifluoromethyl)pyridin-3-yl)oxy)phenyl)-1,2,4-oxadiazol-5-yl)methyl)acrylic acid